CSC=1N=CC2=C(N1)N=C(C=C2C#C[Si](C(C)C)(C(C)C)C(C)C)NC(C)=O N-[2-(methylsulfanyl)-5-[2-(triisopropylsilyl)ethynyl]pyrido[2,3-d]pyrimidin-7-yl]acetamide